5-bromo-2-(1,4,4-trimethylpyrrolidin-3-yl)benzo[d]thiazole BrC=1C=CC2=C(N=C(S2)C2CN(CC2(C)C)C)C1